aluminum-neodymium [Nd].[Al]